aminochroman NC1OC2=CC=CC=C2CC1